trans-4-(5-(cis-3-(trifluoromethyl)cyclobutyl)-1,3,4-oxadiazol-2-yl)cyclohexanecarboxylic acid FC([C@H]1C[C@H](C1)C1=NN=C(O1)[C@@H]1CC[C@H](CC1)C(=O)O)(F)F